CC(CC(=O)NN)(C)C 3,3-dimethylbutanohydrazide